FC1=CC=C(C(=O)N2CC(C2)NC2=NC=3N([C@H](C(NC3C(=N2)C)=O)C(C)C)C)C=C1 (S)-2-((1-(4-fluorobenzoyl)azetidin-3-yl)amino)-7-isopropyl-4,8-dimethyl-7,8-dihydropteridin-6(5H)-one